Benzyl 2-((2S)-4-(5-chloropentyl)-4-ethyl-3-methylene-5-oxotetrahydrofuran-2-yl)acetate ClCCCCCC1(C([C@@H](OC1=O)CC(=O)OCC1=CC=CC=C1)=C)CC